[Co].C(C)N1N=C2N=C(C=NC2=C1)N[C@@H](C)C=1C=C(C=CC1F)NC(C1=CN=C(C(=C1)C)NC)=O (S)-N-(3-(1-((2-ethyl-2H-pyrazolo[3,4-b]pyrazin-6-yl)amino)ethyl)-4-fluorophenyl)-5-methyl-6-(methylamino)nicotinamide cobalt